FC1=CC=C(C(=N1)C)C1=NC=C2N(C(N(C2=N1)CC1=CC=C(C=C1)C=1N(C=C(N1)C(F)(F)F)C)=O)C 2-(6-fluoro-2-methylpyridin-3-yl)-7-methyl-9-(4-(1-methyl-4-(trifluoromethyl)-1H-imidazol-2-yl)benzyl)-7,9-dihydro-8H-purin-8-one